N-(3-(5-(2-aminopyridin-4-yl)-2-(methylthio)-1-((2-(trimethylsilyl)ethoxy)methyl)-1H-imidazol-4-yl)phenyl)-2-((1-oxoisoindolin-2-yl)methyl)benzamide NC1=NC=CC(=C1)C1=C(N=C(N1COCC[Si](C)(C)C)SC)C=1C=C(C=CC1)NC(C1=C(C=CC=C1)CN1C(C2=CC=CC=C2C1)=O)=O